(15Z,18Z)-N,N-dimethyltetracosa-15,18-dien-5-amine CN(C(CCCC)CCCCCCCCC\C=C/C\C=C/CCCCC)C